C(C)(C)(C)OC(N(C(=O)OC(C)(C)C)C1=NC=NC(=C1)Br)=O.CNC(NC)(NC)[SiH3] tris(n-methylamino)methylsilane tert-butyl-N-(6-bromopyrimidin-4-yl)-N-(tert-butoxycarbonyl)carbamate